(E)-N-(4-((3-chloro-4-fluorophenyl)amino)-7-methoxyquinazolin-6-yl)-4-(4-(2-(2,6-dioxopiperidin-3-yl)benzyl)piperazin-1-yl)but-2-enamide ClC=1C=C(C=CC1F)NC1=NC=NC2=CC(=C(C=C12)NC(\C=C\CN1CCN(CC1)CC1=C(C=CC=C1)C1C(NC(CC1)=O)=O)=O)OC